C(C1=CC=CC=C1)N(CC(=O)C=1SC(=CC1)Br)CCO 2-(benzyl(2-hydroxyethyl)amino)-1-(5-bromothiophen-2-yl)ethan-1-one